4-(5-(3,5-dichlorophenyl)-5-(trifluoromethyl)-4,5-dihydroisoxazol-3-yl)-N-((4-ethylphenyl)sulfinyl)-2-methylbenzamide ClC=1C=C(C=C(C1)Cl)C1(CC(=NO1)C1=CC(=C(C(=O)NS(=O)C2=CC=C(C=C2)CC)C=C1)C)C(F)(F)F